2-[(CYCLOPENTYLMETHYL)SULFANYL]ACETALDEHYDE C1(CCCC1)CSCC=O